trans-6-(4-hydroxycyclohexyl)-1-[1-[4-(trifluoromethoxy)benzoyl]-4-piperidyl]-3H-imidazo[4,5-b]pyridin-2-one O[C@@H]1CC[C@H](CC1)C=1C=C2C(=NC1)NC(N2C2CCN(CC2)C(C2=CC=C(C=C2)OC(F)(F)F)=O)=O